FC=1C=CC(=NC1)NC(CN1C=2N(C(C3=C1C(N(C3)C(C)C)=O)=O)N=C(C2)C2=NC=C(C=C2)F)=O N-(5-fluoropyridin-2-yl)-2-[2-(5-fluoropyridin-2-yl)-5,8-dioxo-6-(propan-2-yl)-5,6,7,8-tetrahydro-4H-pyrazolo[1,5-a]pyrrolo[3,4-d]pyrimidin-4-yl]acetamide